C(O)(O)=O.BrCCCCC 5-Bromopentane carbonate